C(C)(C)(C)N1N=C(C(=CC1=O)C1=C(C=CC(=C1)Cl)C(C)=O)OCC1CC1 Tert-butyl-5-(2-acetyl-5-chlorophenyl)-6-(cyclopropylmethoxy)pyridazin-3(2H)-one